C(C1=CC=CC=C1)OC=1C=CC(=C(C1)C(=O)N1CC2(C1)CC(C2)N2N=C(C=C2C(F)(F)F)C=2C=NC(=CC2)OC)F (5-(benzyloxy)-2-fluorophenyl)(6-(3-(6-methoxypyridin-3-yl)-5-(trifluoromethyl)-1H-pyrazol-1-yl)-2-azaspiro[3.3]heptan-2-yl)methanone